ferrous (sec-butylphosphonate) C(C)(CC)P([O-])([O-])=O.[Fe+2]